BrC1=CC(=C(C(=O)NC2=C(C=CC(=C2)C#N)N2CCC(CC2)OC2=C(C=C(C=C2)F)F)C=C1)OC 4-bromo-N-(5-cyano-2-(4-(2,4-difluorophenoxy)piperidin-1-yl)phenyl)-2-methoxybenzamide